methyl 4-amino-3-iodo-5-methoxybenzoate NC1=C(C=C(C(=O)OC)C=C1OC)I